rel-4'-{3-chloro-4-[(3-chloro-5-fluoropyridin-2-yl)(2H2)methoxy]-6-methyl-2-oxopyridin-1-yl}-3-(2-hydroxypropan-2-yl)-5'-methyl-[1,2'-bipyridin]-2-one ClC=1C(N(C(=CC1OC([2H])([2H])C1=NC=C(C=C1Cl)F)C)C1=CC(=NC=C1C)N1C(C(=CC=C1)C(C)(C)O)=O)=O